2-((tert-butoxycarbonyl)(methyl)amino)-3-(4-chlorophenyl)propanoic acid C(C)(C)(C)OC(=O)N(C(C(=O)O)CC1=CC=C(C=C1)Cl)C